[N+](=O)([O-])C=1C(=C(C#N)C(=CC1)Cl)Cl 3-nitro-2,6-dichlorobenzonitrile